N1=CC=CC2=CC=CC(=C12)S(=O)(=O)NC1=C(C=CC=C1)C#CC1=CC=C(C(=O)O)C=C1 4-{2-[2-(quinoline-8-sulfonamido)phenyl]ethynyl}benzoic acid